P(=S)(SCC(CCCC)CC)([O-])[O-].[Bi+3].C(C)C(CSP(=S)([O-])[O-])CCCC.C(C)C(CSP(=S)([O-])[O-])CCCC.[Bi+3] bismuth 2-ethylhexyl dithiophosphate